ClC=1C(=C(C=C(C1)O)C1=C(C=C2C(=NC(=NC2=C1F)OCC12CCCN2CCC1)N1C[C@@](CCC1)(O)C)F)C1CC1 (3R)-1-(7-(3-chloro-2-cyclopropyl-5-hydroxyphenyl)-6,8-difluoro-2-((tetrahydro-1H-pyrrolizin-7a(5H)-yl)methoxy)quinazolin-4-yl)-3-methylpiperidin-3-ol